Trimethyl-pentanediol CC(CCCC(O)O)(C)C